6-(Bromomethyl)-2,2-dimethyl-4H-benzo[d][1,3]dioxin-4-one BrCC1=CC2=C(OC(OC2=O)(C)C)C=C1